C(C)(C)(C)C1N2C(C3=CC(=C(C=C3C1)C1=CN=C(S1)N1CCC(CC1)CO)OC)=CC(C(=C2)C(=O)O)=O 6-tert-butyl-9-{2-[4-(hydroxymethyl)piperidin-1-yl]thiazol-5-yl}-10-methoxy-2-oxo-6,7-dihydro-2H-pyrido[2,1-a]isoquinoline-3-carboxylic acid